NC=1C(=CC(=NC1)Br)/C=C/C(=O)O (E)-3-(5-amino-2-bromo-4-pyridinyl)prop-2-enoic acid